methyl 2-[3-(1,3-benzothiazol-2-ylamino)-4-methyl-6,7-dihydro-5H-pyrido[2,3-c]pyridazin-8-yl]-5-[3-[2-fluoro-4-(2-trimethylsilylethynyl) phenoxy] propyl]thiazole-4-carboxylate S1C(=NC2=C1C=CC=C2)NC2=C(C1=C(N=N2)N(CCC1)C=1SC(=C(N1)C(=O)OC)CCCOC1=C(C=C(C=C1)C#C[Si](C)(C)C)F)C